(2R,3S,4R,5R)-5-cyano-5-(4-(3,3-diethylureido)pyrrolo[2,1-f][1,2,4]triazin-7-yl)-4-hydroxy-2-((2-phenylacetoxy)methyl)tetrahydrofuran-3-yl (tert-butoxycarbonyl)-L-valinate C(C)(C)(C)OC(=O)N[C@@H](C(C)C)C(=O)O[C@@H]1[C@H](O[C@]([C@@H]1O)(C1=CC=C2C(=NC=NN21)NC(=O)N(CC)CC)C#N)COC(CC2=CC=CC=C2)=O